COC1=CC=C(CN2CCCC3=CC=CC=C23)C=C1 1-(4-methoxybenzyl)-1,2,3,4-tetrahydroquinoline